5-(morpholin-4-yl)naphthalene-1-sulfonyl chloride N1(CCOCC1)C1=C2C=CC=C(C2=CC=C1)S(=O)(=O)Cl